C(C1=CC=CC=C1)(C1=CC=CC=C1)(C1=CC=CC=C1)N1CC2=NC=CN=C2C1 6-trityl-6,7-dihydro-5H-pyrrolo[3,4-b]pyrazine